C(C=C)N1N(C2=NC(=NC=C2C1=O)SC)C1=CC=CC(=N1)S(=O)(=O)NC(OC(C)(C)C)=O t-Butyl ((6-(2-allyl-6-(methylthio)-3-oxo-2,3-dihydro-1H-pyrazolo[3,4-d]pyrimidin-1-yl)pyridin-2-yl)sulfonyl)carbamate